2-[1-[5-[2-(2-amino-3-pyridyl)-5-phenyl-imidazo[4,5-b]pyridin-3-yl]-2-pyridyl]pyrrolidin-3-yl]-2-methyl-propanoic acid NC1=NC=CC=C1C1=NC=2C(=NC(=CC2)C2=CC=CC=C2)N1C=1C=CC(=NC1)N1CC(CC1)C(C(=O)O)(C)C